C(#N)N1CC(CC1)(C(=O)NC=1SC(=CN1)C1=CC=CC=C1)COC 1-cyano-3-(methoxymethyl)-N-(5-phenylthiazol-2-yl)pyrrolidine-3-carboxamide